C(CCC\C=C/CC)OC(CCC(=O)OCCCNCCCCCCCCCOCCCCCCCC)OCCCC\C=C/CC 19-aza-9-oxadocosan-22-yl 4,4-bis{[(5Z)-oct-5-enyl]oxy}butyrate